C(C)C(C(=O)O)(CCCCCCCCCCCCCC)CCCCCC.FC1=CC=C(C=C1)[C@H](C)OC1=C(N)C=CC(=C1)B1OC(C(O1)(C)C)(C)C (S)-2-(1-(4-fluorophenyl)ethoxy)-4-(4,4,5,5-tetramethyl-1,3,2-dioxaborolan-2-yl)aniline Ethylhexylpalmitate